C(C)(C)(C)C1=CC=C(C=C1)C1C=CNN1 5-(4-tert-butylphenyl)pyrazoline